ethyl (E)-2-fluoro-3-(5-methyl-1,3,4-thiadiazol-2-yl)acrylate F\C(\C(=O)OCC)=C\C=1SC(=NN1)C